C(CCCCCCC)NC(OC1=CC(=C(C=C1)OC)C=1C=NC=C(C1)C=1SC=CN1)=O 4-methoxy-3-(5-(thiazol-2-yl)pyridin-3-yl)phenyl octylcarbamate